BrC=1C=C(C=C(C1)F)C[C@H](C(=O)OC(C)(C)C)[C@@H]1CN(CC1)C(=O)OC(C)(C)C (R)-tert-butyl 3-((S)-3-(3-bromo-5-fluorophenyl)-1-(tert-butoxy)-1-oxopropan-2-yl)pyrrolidine-1-carboxylate